C(C)(C)(C)OC(N(CC)CCNC1=C(C=CC(=C1)Cl)C#N)=O (2-((5-chloro-2-cyanophenyl)amino)ethyl)(ethyl)carbamic acid tert-butyl ester